6-O-methanesulfonyl-1,3,4-tri-O-acetyl-N-acetyl-D-galactosamine CS(=O)(=O)OC[C@@H]1[C@@H]([C@@H]([C@H](C(OC(C)=O)O1)NC(C)=O)OC(C)=O)OC(C)=O